ClC1=C(C(N(C(N1CC#CC1=CC(=C(C=C1)NC(=O)C1CCOCC1)CC)=O)C)=O)NC(CCC1=CC=C(C=C1)C)=O N-(4-(3-(6-chloro-3-methyl-2,4-dioxo-5-(3-(p-tolyl)propanamido)-3,4-dihydropyrimidin-1(2H)-yl)prop-1-yn-1-yl)-2-ethylphenyl)tetrahydro-2H-pyran-4-carboxamide